6-(2-chlorophenyl)-2-{[4-(pyrrolidin-2-yl)phenyl]amino}imidazo[1,2-a]pyrimido[5,4-e]pyrimidin-5(6H)-one ClC1=C(C=CC=C1)N1C=2N(C3=C(C1=O)C=NC(=N3)NC3=CC=C(C=C3)C3NCCC3)C=CN2